C(C1=CC=CC=C1)OCCCOCCO 2-(3-(benzyloxy)propoxy)ethan-1-ol